2-methyl-1-(3-(2-(4-(methylsulfonyl)phenyl)furo[3,2-b]pyridin-7-yl)phenyl)propan-2-ol CC(CC1=CC(=CC=C1)C1=C2C(=NC=C1)C=C(O2)C2=CC=C(C=C2)S(=O)(=O)C)(C)O